3-(4,6-difluoro-1-oxo-5-(1-((5-phenyl-1,3,4-oxadiazol-2-yl)methyl)piperidin-4-yl)isoindolin-2-yl)piperidine-2,6-dione FC1=C2CN(C(C2=CC(=C1C1CCN(CC1)CC=1OC(=NN1)C1=CC=CC=C1)F)=O)C1C(NC(CC1)=O)=O